ClC=1C=C(CC2=NC3=C(N2CC2OCCC2)C=C(C=C3)C(=O)OC)C=CC1C1=NC(=CC=C1)OCC1=C(C=C(C=C1)Cl)F methyl 2-(3-chloro-4-(6-((4-chloro-2-fluorobenzyl) oxy) pyridin-2-yl) benzyl)-1-((tetrahydrofuran-2-yl) methyl)-1H-benzo[d]imidazole-6-carboxylate